dioctyldodecyllauroyl Glutamate N[C@@H](CCC(=O)[O-])C(=O)OC(CCCCCCCCCCC(CCCCCCCCCCCC)(CCCCCCCC)CCCCCCCC)=O